C(O[C@@H](C)N1C([C@@H](CC1)C[C@@H](C=1OC(OC1)=O)NC([C@@H](NC(=O)C=1NC2=CC=CC(=C2C1)OC)CC(C)C)=O)=O)(OC)=O (1S)-1-{(3S)-3-[(2S)-2-({N-[(4-methoxy-1H-indol-2-yl)carbonyl]-L-leucyl}amino)-2-(2-oxo-1,3-dioxol-4-yl)ethyl]-2-oxopyrrolidin-1-yl}ethyl methyl carbonate